C(C)(C)(C)OC(=O)N1[C@@H](CCC1)C=1C=C(C=C2CCN(CC12)C(=O)C1(CC1)OC)C=1C=C2C(=NC1)NC=C2C (S)-2-(2-(1-methoxycyclopropanecarbonyl)-6-(3-methyl-1H-pyrrolo[2,3-b]pyridin-5-yl)-1,2,3,4-tetrahydroisoquinolin-8-yl)pyrrolidine-1-carboxylic acid tert-butyl ester